BrC=1C=C2N(N=CC(=C2NC2CCC(CC2)NC(OC(C)(C)C)=O)/C(/N)=N/C2=C(C=CC(=C2)F)Cl)C1 tert-butyl N-trans-[4-[[6-bromo-3-[(Z)-N'-(2-chloro-5-fluoro-phenyl)carbamimidoyl]pyrrolo[1,2-b]pyridazin-4-yl]amino]cyclohexyl]carbamate